CC1=C(C=CC2=C1B(OC2)O)NC2=NC=C(C(=N2)NC2=CC(=CC=C2)S(=O)(=O)C)C 7-methyl-6-((5-methyl-4-((3-(methylsulfonyl)phenyl)amino)pyrimidin-2-yl)amino)benzo[c][1,2]oxaborol-1(3H)-ol